[C-]1(C=CC=C1)S[C-]1C=CC=C1.[CH-]1C=CC=C1.[Fe+2].[CH-]1C=CC=C1.[Fe+2] ferrocenyl sulfide